CC(CO)O alpha-Propyleneglycol